FC=1C=2N(C=C(C1)NC(=O)C1=CC=C(C3=CN(N=C13)C[C@@H](C)OC)N1CCNCC1)C=C(N2)C (R)-N-(8-fluoro-2-methylimidazo[1,2-a]pyridin-6-yl)-2-(2-methoxypropyl)-4-(piperazin-1-yl)-2H-indazole-7-carboxamide